NC=1C=C(C=CC1N)C1=CC(=CC=C1C(F)(F)F)CC1=NNC(C2=CC=CC=C12)=O 4-((3',4'-diamino-6-(trifluoromethyl)-[1,1'-biphenyl]-3-yl)methyl)phthalazin-1(2H)-one